1-(3-chloro-benzyl)-3-(1-(2-((2-chloro-phenyl)amino)pyrimidin-4-yl)-1H-pyrazol-4-yl)urea ClC=1C=C(CNC(=O)NC=2C=NN(C2)C2=NC(=NC=C2)NC2=C(C=CC=C2)Cl)C=CC1